Ethyl 2-[3-[(3-ethyl-5-methoxycarbonyl-benzoyl)amino]-propanoylamino]-4-methyl-thiazole-5-carboxylate C(C)C=1C=C(C(=O)NCCC(=O)NC=2SC(=C(N2)C)C(=O)OCC)C=C(C1)C(=O)OC